C1(CC1)S(=O)(=O)NC1=NC=CC(=N1)C(C(=O)NC1=CC=C(C=C1)C=1C=NC=C(C1)OC)(C)C 2-(2-(cyclopropanesulfonamido)pyrimidin-4-yl)-N-(4-(5-methoxypyridin-3-yl)phenyl)-2-methylpropanamide